FC1=CC=CC=2C=3N(C(=NC12)NC1CNCCNC1)N=C(N3)C3=CC=C(C=C3)F (6R)-6-{[7-fluoro-2-(4-fluorophenyl)[1,2,4]triazolo[1,5-c]quinazolin-5-yl]amino}-1,4-diazepan